2-[2-methyl-6-(trifluoromethyl)pyrimidin-4-yl]-7-[1-(oxetan-3-yl)-1H-pyrazolo[3,4-b]pyrazin-6-yl]-2,7-diazaspiro[4.4]nonane CC1=NC(=CC(=N1)N1CC2(CC1)CN(CC2)C2=CN=C1C(=N2)N(N=C1)C1COC1)C(F)(F)F